(S)- or (R)-2-(4-cyano-2,6-diisopropylphenyl)-N-(4-(hydroxymethyl)-2-(2-hydroxypropan-2-yl)thiazol-5-ylsulfonimidoyl)acetamide C(#N)C1=CC(=C(C(=C1)C(C)C)CC(=O)N[S@@](=O)(=N)C1=C(N=C(S1)C(C)(C)O)CO)C(C)C |o1:15|